2-(methoxymethyl)-8,9-dimethyl-7-(3-(4-methylpyridin-3-yl)-7,8-dihydro-1,6-naphthyridin-6(5H)-yl)-4H-pyrimido[1,2-b]pyridazin-4-one COCC=1N=C2N(N=C(C(=C2C)C)N2CC=3C=C(C=NC3CC2)C=2C=NC=CC2C)C(C1)=O